BrC1=C(C(=CC(=C1)Br)Br)Cl 2,4,6-tribromochlorobenzene